C(CCCCCCCCCCC)C=1NC2=CC=CC=C2C(C1)=O 2-dodecyl-quinolin-4(1H)-one